N-(3-(6-(2-hydroxyethoxy)benzo[b]thiophene-2-carboxamido)-4-methylphenyl)-2,3-dihydrobenzo[b][1,4]dioxine-6-carboxamide OCCOC=1C=CC2=C(SC(=C2)C(=O)NC=2C=C(C=CC2C)NC(=O)C2=CC3=C(OCCO3)C=C2)C1